C(CCCCC)S[NH-] hexylthioamide